o-methyl-phenetole CC1=C(C=CC=C1)OCC